NC1=NC(=NC(=C1C#N)N)NC1CC1 4,6-diamino-2-cyclopropylaminopyrimidine-5-carbonitrile